3-(5-fluoro-6-methoxy-1-oxoisoindolin-2-yl)piperidine-2,6-dione FC=1C=C2CN(C(C2=CC1OC)=O)C1C(NC(CC1)=O)=O